NCCC1=CC=C(C=C1)O p-(2-Aminoethyl)phenol